COC=1C=C(C=CC1OCC=1C=NC(=CC1)C)NC1=C(C=2N=C(C=NC2C=C1)N1CCOCC1)C#N 6-((3-methoxy-4-((6-methylpyridin-3-yl)-methoxy)phenyl)amino)-3-morpholinoquinoxaline-5-carbonitrile